C1(=CC=CC=C1)SC1=CC=C(C(Cl)Cl)C=C1 4-phenylthiochlorobenzyl chloride